C(C)N(CCN(CCOC(OC(CCCC(=O)OCC(CCCCC)CCCCC)C)=O)CCOC(OC(CCCC(=O)OCC(CCCCC)CCCCC)C)=O)CC Bis(2-pentylheptyl) 11-(2-(diethylamino)ethyl)-5,17-dimethyl-7,15-dioxo-6,8,14,16-tetraoxa-11-azahenicosanedioate